FC=1C(=C(C(=C2C(=C(C(=C(C12)[B-](C1=C(C(=C(C2=C(C(=C(C(=C12)F)F)F)F)F)F)F)(C1=C(C(=C(C2=C(C(=C(C(=C12)F)F)F)F)F)F)F)C1=C(C(=C(C2=C(C(=C(C(=C12)F)F)F)F)F)F)F)F)F)F)F)F)F.C[NH+](C1=CC=C(C=C1)CCCCCCCCCCCCCCCCCCC)CCCCCCCCCCCCCCCCCC methyl-4-nonadecyl-N-octadecylanilinium [tetrakis(heptafluoronaphthalenyl)borate]